N-methyl-N-ethoxyglycine CN(CC(=O)O)OCC